2-chloro-N-(1-Methyl-1H-tetrazol-5-yl)-3-(methylsulfonyl)-4-(trifluoromethyl)benzamide ClC1=C(C(=O)NC2=NN=NN2C)C=CC(=C1S(=O)(=O)C)C(F)(F)F